C(C1=CC=CC=C1)(=O)O[C@H]1[C@H]([C@@H](O[C@@H]1COC(C1=CC=CC=C1)=O)N1C=C(C2=C1N=CN=C2N)C#CC(OCC)OCC)F 7-(3,5-di-O-benzoyl-2-deoxy-2-fluoro-β-D-ribofuranosyl)-5-(3,3-diethoxypropa-1-yn-1-yl)-7H-pyrrolo[2,3-d]pyrimidin-4-amine